OC[C@H]1O[C@H]([C@@H]([C@@H]1O)O)CC=C (2r,3s,4r,5s)-2-(hydroxymethyl)-5-(prop-2-en-1-yl)oxolane-3,4-diol